2-methyl-4-fluorobenzoic acid ethyl ester C(C)OC(C1=C(C=C(C=C1)F)C)=O